C1(CC1)CN1NNC=C1 N-(cyclopropylmethyl)-3H-triazole